4-(cyclohexylmethyl)resorcinol C1(CCCCC1)CC1=C(C=C(O)C=C1)O